C(CCCCC)(=O)OCCCCCC(CCCC)N(CCO)CCCN 6-((3-aminopropyl)(2-hydroxyethyl)amino)decyl hexanoate